1-[(6-cyanopyridin-2-yl)methyl]-3-[(1R,2S)-2-phenylcyclopropyl]urea C(#N)C1=CC=CC(=N1)CNC(=O)N[C@H]1[C@@H](C1)C1=CC=CC=C1